1-(1-bromo-1-fluoro-2-iodoethoxy)perfluorohexane BrC(CI)(OC(C(C(C(C(C(F)(F)F)(F)F)(F)F)(F)F)(F)F)(F)F)F